FC(C(C)N1N=CC=C1C(=O)N)F 2-[2,2-difluoro-1-methyl-ethyl]pyrazole-3-carboxamide